COC1(CCNCC1)CNC(OCC1=CC=CC=C1)=O benzyl ((4-methoxypiperidin-4-yl)methyl)carbamate